methyl 8-bromo-2-chloroquinoline-4-carboxylate BrC=1C=CC=C2C(=CC(=NC12)Cl)C(=O)OC